C(C)(C)C=1C(=CC(=NC1)C1=CC=CC=C1)OC=1C(=NC(=NC1)N)N 5-((5-isopropyl-2-phenylpyridin-4-yl)oxy)pyrimidine-2,4-diamine